NC=1C2=C(N=CN1)N(C=C2)[C@H]2[C@@H]([C@@H]([C@@]1(C[C@H]21)COC2=CC=C1C=C(C(=NC1=C2)NC(C(F)(F)F)=O)Br)O)O N-(7-(((1R,2R,3S,4R,5S)-4-(4-Amino-7H-pyrrolo[2,3-d]pyrimidin-7-yl)-2,3-dihydroxybicyclo[3.1.0]hexan-1-yl)methoxy)-3-bromoquinolin-2-yl)-2,2,2-trifluoroacetamide